NC=1C=C(C=C(C1)C(F)(F)F)[C@@H](C)C1=C2C(=NC(=NC2=CC(=C1OC[C@H]1N(CC(C1)(F)F)C)OC)C)N ((R)-1-(3-amino-5-(trifluoromethyl)phenyl)ethyl)-6-(((S)-4,4-difluoro-1-methylpyrrolidin-2-yl)methoxy)-7-methoxy-2-methylquinazolin-4-amine